BrC1=CC=2N(C(=C1)OC)N=CC2Cl 5-bromo-3-chloro-7-methoxypyrazolo[1,5-a]pyridine